1-(6,7-dimethoxy-quinolin-4-yl)piperidin-4-one COC=1C=C2C(=CC=NC2=CC1OC)N1CCC(CC1)=O